[B].N[C@@H](CC(=O)O)C(=O)O L-aspartic acid boron